Methyl (1R,3S)-3-((6-(5-((((4-fluorobutyl)(methyl) carbamoyl)oxy)methyl)-1-methyl-1H-1,2,3-triazol-4-yl)-2-methylpyridin-3-yl)oxy)cyclohexane-1-carboxylate FCCCCN(C(=O)OCC1=C(N=NN1C)C1=CC=C(C(=N1)C)O[C@@H]1C[C@@H](CCC1)C(=O)OC)C